8-hydroxy-1,3,6-pyrenetrisulfonate OC=1C=C(C=2C=CC3=C(C=C(C=4C=CC1C2C43)S(=O)(=O)[O-])S(=O)(=O)[O-])S(=O)(=O)[O-]